2,4,6-tris[2-hydroxy-4-(3-sec-butoxy-2-hydroxypropoxy)-phenyl]-s-triazine OC1=C(C=CC(=C1)OCC(COC(C)CC)O)C1=NC(=NC(=N1)C1=C(C=C(C=C1)OCC(COC(C)CC)O)O)C1=C(C=C(C=C1)OCC(COC(C)CC)O)O